trans-3-heptene-1,2-dicarboxylic acid C(C(\C=C\CCC)C(=O)O)C(=O)O